N'-((1,2,3,5,6,7-hexahydrodicyclopenta[b,e]pyridin-8-yl)carbamoyl)-5-(2-hydroxypropan-2-yl)thiophene-3-sulfonimidamide C1CCC2=NC3=C(C(=C21)NC(=O)N=S(=O)(N)C2=CSC(=C2)C(C)(C)O)CCC3